(Z)-4-(1-(4-(2-(dimethylamino)ethoxy)phenyl)-1-phenylbut-1-en-2-yl)phenol CN(CCOC1=CC=C(C=C1)\C(=C(\CC)/C1=CC=C(C=C1)O)\C1=CC=CC=C1)C